N-(3-(aminomethyl)benzyl)benzo[d]isothiazol-3-amine NCC=1C=C(CNC2=NSC3=C2C=CC=C3)C=CC1